C(CCCCCCCCCCC)OC=1C=C(C(=O)O)C=C(C1)OCCCCCCCCCCCC 3,5-bis(dodecyloxy)benzoic acid